CC(=O)N[C@@H]1[C@H]([C@H]([C@H](O[C@H]1O)CO)OS(=O)(=O)O)O[C@H]2[C@@H]([C@H]([C@@H]([C@H](O2)C(=O)O)O)O)O The molecule is a chondroitin sulfate in which the site of sulfation is carbon 4 of the N-acetylgalactosamine (GalNAc) sugar. It has a role as a mouse metabolite. It is a conjugate acid of a chondroitin 4'-sulfate anion.